4-(2-((1S,3R)-3-(4-(pyrrolidin-3-yl)phenethyl)cyclohexyl)eth-yl)benzimidamide N1CC(CC1)C1=CC=C(CC[C@@H]2C[C@@H](CCC2)CCC2=CC=C(C(N)=N)C=C2)C=C1